tert-butyl N-[(1S)-1-[(2S,4R)-4-hydroxy-2-[[(1S)-1-[5-(4-methylthiazol-5-yl)-2-pyridyl]ethyl]carbamoyl]pyrrolidine-1-carbonyl]-2,2-dimethyl-propyl]carbamate O[C@@H]1C[C@H](N(C1)C(=O)[C@H](C(C)(C)C)NC(OC(C)(C)C)=O)C(N[C@@H](C)C1=NC=C(C=C1)C1=C(N=CS1)C)=O